2'-(4,5-Dimethyl-1H-imidazol-2-yl)-5-{[3-(trifluoromethyl)pyrrolidin-1-yl]carbonyl}-3,4'-bipyridine trifluoroacetate salt FC(C(=O)O)(F)F.CC=1N=C(NC1C)C1=NC=CC(=C1)C=1C=NC=C(C1)C(=O)N1CC(CC1)C(F)(F)F